[Pd].N1=C(C=CC2=CC=CC=C12)C=O quinoline-formaldehyde palladium